5-ethylsulfonyl-4-oxo-1-[4-(trifluoromethoxy)phenyl]cinnoline-3-carboxylic acid C(C)S(=O)(=O)C1=C2C(C(=NN(C2=CC=C1)C1=CC=C(C=C1)OC(F)(F)F)C(=O)O)=O